C1=CC(=CC=C1/C=C/C(=O)C2=C(C=C(C=C2[O-])O)O)O The molecule is a phenolate anion that is the conjugate base of 2',4,4',6'-tetrahydroxychalcone, obtained by deprotonation of the phenolic hydroxy group at position 2'; major species at pH 7.3. It has a role as an anti-allergic agent, an anti-inflammatory agent and a metabolite. It is a phenolate anion, a 2',4,4',6'-tetrahydroxychalcone and a 2-acyl-4-prenylphloroglucinol(1-).